trifluoromethanesulfonic acid sulfonium salt [SH3+].FC(S(=O)(=O)[O-])(F)F